BrC=1C=C(C(=NC1O[C@H](C)C1=CC(=CC(=C1)F)F)C)N=CN(C)CC N'-(5-bromo-6-[(1R)-1-(3,5-difluorophenyl)ethoxy]-2-methylpyridin-3-yl)-N-ethyl-N-methylimidoformamide